4,4-bis[(3-ethyl-3-oxetanyl)methyl]biphenyl C(C)C1(COC1)CC1(CC=C(C=C1)C1=CC=CC=C1)CC1(COC1)CC